CN1C(=C(C2=CC(=CC=C12)C)CCC(N)=O)CCCCC 1,5-dimethyl-2-pentyl-3-(2-carbamoylethyl)-indole